1,1,3,5,7,7-Hexamethyl-1,3,5,7-tetraphenyltetrasiloxan C[Si](O[Si](O[Si](O[Si](C1=CC=CC=C1)(C)C)(C1=CC=CC=C1)C)(C1=CC=CC=C1)C)(C1=CC=CC=C1)C